C1(=C(C=CC=C1)N1C(C=2N(C3=C1N=C(C=C3)C=C)C=CN2)=O)C 5-(o-Tolyl)-7-vinyl-imidazo[1,2-a]pyrido[2,3-e]pyrazine-4(5H)-on